COC(=O)C=1N=C(OC1)C1=CNC2=CC=CC=C12 (1H-indol-3-yl)oxazole-4-carboxylic acid methyl ester